N-(3-chloro-1H-indol-7-yl)-1-[(3,3-difluorocyclobutyl)methyl]pyrazole-4-sulfonamide ClC1=CNC2=C(C=CC=C12)NS(=O)(=O)C=1C=NN(C1)CC1CC(C1)(F)F